(3R,5R,8R,9S,10S,13S,14S,17S)-3-ethyl-10,13-dimethyl-17-((S)-4,4,4-trifluoro-3-hydroxy-2-methylbutan-2-yl)hexadecahydro-1H-cyclopenta[a]phenanthren-3-ol C(C)[C@]1(CC[C@@]2([C@H]3CC[C@@]4([C@H](CC[C@H]4[C@@H]3CC[C@@H]2C1)C(C)([C@@H](C(F)(F)F)O)C)C)C)O